C(C)(C)(C)OC(=O)N1CCC2(CC2CNC(=O)NCC2=CC=NC=C2)CC1 1-((3-(pyridin-4-ylmethyl)ureido)methyl)-6-azaspiro[2.5]octane-6-carboxylic acid tert-butyl ester